C(N1N=CC(=C1)C=1C=C2C=C(N=CC2=CC1)N)([2H])([2H])[2H] 6-(1-(methyl-d3)-1H-pyrazol-4-yl)isoquinolin-3-amine